C(C)(C)(C)[Si](C1=CC=CC=C1)(C1=CC=CC=C1)Cl t-butyl-(chloro)diphenyl-silane